C(C)OC(C=CCCCCCCCCCC=CCC=CCCCCC)=O docosa-2,13,16-trienoic acid ethyl ester